(S)-5-((4-cyanobenzyl)oxy)-2-methyl-N-(pyrrolidin-3-yl)benzofuran-3-carboxamide C(#N)C1=CC=C(COC=2C=CC3=C(C(=C(O3)C)C(=O)N[C@@H]3CNCC3)C2)C=C1